ethyl 4-(5-bromo-4-fluoro-6-methoxy-benzothiophen-2-yl)-4-oxo-butanoate BrC=1C(=CC2=C(C=C(S2)C(CCC(=O)OCC)=O)C1F)OC